1-[3-(cyclopropyloxy)phenyl]-3-isopropyl-N-(3-methyl-1,1-dioxo-thietan-3-yl)-2-oxo-benzimidazole-5-carboxamide C1(CC1)OC=1C=C(C=CC1)N1C(N(C2=C1C=CC(=C2)C(=O)NC2(CS(C2)(=O)=O)C)C(C)C)=O